(2R)-1-(dimethylamino)-3-{4-[(6-{[2-fluoro-5-(trifluoromethyl)phenyl]amino}pyrimidin-4-yl)amino]phenoxy}propan-2-ol CN(C[C@H](COC1=CC=C(C=C1)NC1=NC=NC(=C1)NC1=C(C=CC(=C1)C(F)(F)F)F)O)C